N-(5-fluoroquinolin-6-yl)-7-(1-methyl-1H-pyrazol-4-yl)-5-((S)-1-((S)-morpholin-3-yl)ethoxy)quinazolin-4-amine FC1=C2C=CC=NC2=CC=C1NC1=NC=NC2=CC(=CC(=C12)O[C@@H](C)[C@H]1NCCOC1)C=1C=NN(C1)C